OC1CN(CC1)C1CN(C1)C=1C=CC(=C(C(=O)O)C1)C 5-(3-(3-hydroxypyrrolidin-1-yl)azetidin-1-yl)-2-methylbenzoic acid